N-[5-(5-bromo-1H-benzimidazol-2-yl)-1-[(4-methoxyphenyl)methyl]pyrazol-3-yl]-6-chloro-pyridine-3-carboxamide BrC1=CC2=C(NC(=N2)C2=CC(=NN2CC2=CC=C(C=C2)OC)NC(=O)C=2C=NC(=CC2)Cl)C=C1